NN1C(N(C2=CC(=C(C=C2C1=O)S(=O)(=O)NC1(CC1)C)Cl)CC1CC1)=O 3-amino-7-chloro-1-(cyclopropylmethyl)-N-(1-methylcyclopropyl)-2,4-dioxo-1,2,3,4-tetrahydroquinazoline-6-sulfonamide